1-((5-(5-(difluoromethyl)-1,3,4-oxadiazole-2-yl)pyridine-2-yl)methyl)-3-(2-oxaspiro[3.3]heptane-6-yl)-1,3-dihydro-2H-benzo[d]imidazole-2-one FC(C1=NN=C(O1)C=1C=CC(=NC1)CN1C(N(C2=C1C=CC=C2)C2CC1(COC1)C2)=O)F